2-chloro-3,6-dimethylpyridine ClC1=NC(=CC=C1C)C